((2S,3R,6R)-3-(((3-Fluoro-5-(trifluoromethyl)pyridin-2-yl)amino)methyl)-2,6-dimethylmorpholino)(6-methyl-3-(2H-1,2,3-triazol-2-yl)pyridin-2-yl)methanone FC=1C(=NC=C(C1)C(F)(F)F)NC[C@@H]1[C@@H](O[C@@H](CN1C(=O)C1=NC(=CC=C1N1N=CC=N1)C)C)C